3,5-dimethylpiperidine-1-carboxylate CC1CN(CC(C1)C)C(=O)[O-]